Cl.Cl.CC(CC(C)N)N Pentane-2,4-diamine dihydrochloride